(pyrimidin-5-yl)benzamide N1=CN=CC(=C1)C1=C(C(=O)N)C=CC=C1